Laurylacrylat C(CCCCCCCCCCC)OC(C=C)=O